ClC=1C=C(COC=2C=CC(=NC2)C2C(=NN(C(C2)=O)C)C(=O)N)C=CC1 (5-(3-chlorobenzyloxy)pyridin-2-yl)-1-methyl-6-oxo-1,4,5,6-tetrahydropyridazine-3-carboxamide